P(=O)(OC1=CC=C(C=C1)S(=O)(=O)N(C)C)(OC)OC [4-(dimethylaminosulfonyl) phenyl] dimethyl phosphate